C1(NCCC2=C1NC1=CC=CC=C21)C(=O)O 2,3,4,9-tetrahydro-pyrido[3,4-b]Indole-1-carboxylic acid